FC1=C(C=C(C=C1)NC(=O)C=1C(=C(N(C1C)C)C(C(=O)N[C@H]1C[C@H](NCC1)C(=O)O)=O)C)C (2S,4R)-4-(2-(4-((4-fluoro-3-methylphenyl)carbamoyl)-1,3,5-trimethyl-1H-pyrrol-2-yl)-2-oxoacetamido)piperidine-2-carboxylic acid